Cl.CC1(CN(CCN1)CC=1N=NC=CC1)C 3-((3,3-dimethylpiperazin-1-yl)methyl)pyridazine hydrochloride